2-(4-(tert-butyl)phenoxy)-N-methylethan-1-amine C(C)(C)(C)C1=CC=C(OCCNC)C=C1